tri-furyl-phosphine O1C(=CC=C1)P(C=1OC=CC1)C=1OC=CC1